(R)-7-(3-Aminohexahydro-1H-azepin-1-yl)-8-chloro-1-cyclopropyl-6-fluoro-1,4-dihydro-4-oxo-3-quinolinecarboxylic acid N[C@H]1CN(CCCC1)C1=C(C=C2C(C(=CN(C2=C1Cl)C1CC1)C(=O)O)=O)F